Ethyl (5R)-5-methyl-2-(6-methylpyridin-3-yl)-6,7-dihydro-5H-pyrazolo[5,1-b][1,3]oxazine-3-carboxylate C[C@@H]1CCN2C(O1)=C(C(=N2)C=2C=NC(=CC2)C)C(=O)OCC